5-(3-(2-cyano-2-(6-methoxy-3H-imidazo[4,5-c]pyridin-2-yl)vinyl)-2,5-dimethyl-1H-pyrrol-1-yl)-2-methylthiazole-4-carboxylic acid ethyl ester C(C)OC(=O)C=1N=C(SC1N1C(=C(C=C1C)C=C(C1=NC2=C(C=NC(=C2)OC)N1)C#N)C)C